CC1CC(CCC1O)C(C)(C)C1CC(C(CC1)O)C 2,2-bis(3-methyl-4-hydroxycyclohexyl)propane